N-((1r,3r)-3-(3-chloro-4-cyanophenoxy)-2,2,4,4-tetramethylcyclobutyl)-5-(4-(hydroxymethyl)piperidin-1-yl)pyrimidine-2-carboxamide ClC=1C=C(OC2C(C(C2(C)C)NC(=O)C2=NC=C(C=N2)N2CCC(CC2)CO)(C)C)C=CC1C#N